(2-pyridyl)-phenylmethane N1=C(C=CC=C1)CC1=CC=CC=C1